4-(4-methanesulfonylphenyl)-2-(morpholin-4-yl)-8-[2-(tetrahydropyran-2-yl)-2H-pyrazol-3-yl]-[1,7]naphthyridine CS(=O)(=O)C1=CC=C(C=C1)C1=CC(=NC2=C(N=CC=C12)C=1N(N=CC1)C1OCCCC1)N1CCOCC1